bis[4-(trifluoromethyl)phenyl]difluorogallate FC(C1=CC=C(C=C1)OC=1C(=C(C(=C(C(=O)[O-])C1F)F)OC1=CC=C(C=C1)C(F)(F)F)O)(F)F